methyl 4-bromo-2',4'-bistrifluoromethyl-3,5-biphenyldicarboxylate BrC1=C(C=C(C=C1C(=O)[O-])C1=C(C=C(C=C1)C(F)(F)F)C(F)(F)F)C(=O)OC